ClC1=CC=C(CNC2=C(NC=C2)C(=O)OCC)C=C1 ethyl 3-((4-chlorobenzyl) amino)-1H-pyrrole-2-carboxylate